ClC1=C(C=CC=C1)[C@@H]1[C@H](COC(C1)(C)C)C(=O)N1CCC2(CN([C@H]2C(F)(F)F)C(C=C)=O)CC1 1-((R)-7-((3R,4S)-4-(2-chlorophenyl)-6,6-dimethyltetrahydro-2H-pyran-3-carbonyl)-1-(trifluoromethyl)-2,7-diazaspiro[3.5]nonan-2-yl)prop-2-en-1-one